FC1(CN(CC1)C1=NC=2N(C(=C1)C)N(CC2)C(C(F)(F)F)C)F 5-(3,3-difluoropyrrolidin-1-yl)-7-methyl-N-(1,1,1-trifluoropropan-2-yl)pyrazolo[1,5-a]Pyrimidine